7-bromo-1-methyl-1,2,3,4-tetrahydroquinoline BrC1=CC=C2CCCN(C2=C1)C